C[C@H]1COC2=NC=CC(C3=NNC=4C=CC(O[C@H](CCO1)C)=CC34)=N2 (9S,13S)-9,13-dimethyl-7,10,14-trioxa-5,19,20,23-tetraazatetracyclo[13.5.2.12,6.018,21]tricosa-1(20),2(23),3,5,15(22),16,18(21)-heptaene